ClC1=C(CSC=2SC(=NN2)C2=NC=CN=C2)C(=CC=C1)Cl 2-((2,6-dichlorobenzyl)thio)-5-(pyrazin-2-yl)-1,3,4-thiadiazole